2-benzyl-6-(4-(dimethylamino)phenyl)imidazo[1,2-a]pyrazine-3(7H)-one C(C1=CC=CC=C1)C1=NC=2N(C=C(NC2)C2=CC=C(C=C2)N(C)C)C1=O